BrC=1C=C(C2=C(SC=C2)C1)F 6-bromo-4-fluorobenzo[b]thiophene